NC1=C(C=C(C=C1)CC)C#CC(CC)O 1-(2-amino-5-ethylphenyl)-pent-1-yn-3-ol